6-trifluoromethylbenzo[d]thiazol-2-amine FC(C1=CC2=C(N=C(S2)N)C=C1)(F)F